Ethyl (2-chlorotetrafluoroethyltetrafluoro-λ6-sulfanyl)benzoate ClC(C(F)(F)S(F)(F)(F)(F)C1=C(C(=O)OCC)C=CC=C1)(F)F